methylmalonic acid (methylmalonate) CC(C(=O)O)C(=O)O.CC(C(=O)O)C(=O)O